ClC1=CC=C(C=C1)S(=O)(=O)N1C=C(C=C1C1=CC(=CC=C1)F)C=O 1-((4-chlorophenyl)sulfonyl)-5-(3-fluorophenyl)-1H-pyrrole-3-carbaldehyde